Ammonium sulphamat S(N)([O-])(=O)=O.[NH4+]